O1C(OCC1)C=1C(=C(C#N)C(=C(C1)C=NO)F)F (d)-3-(1,3-Dioxolan-2-yl)-2,6-difluoro-5-((hydroxyimino)methyl)benzonitrile